(R)-5-(7-bromo-4-((1-(3-(1,1-difluoro-2-hydroxy-2-methylpropyl)-2-fluorophenyl)ethyl)amino)-8-fluoro-2-methylquinazolin-6-yl)-1-methylpyridin-2(1H)-one BrC1=C(C=C2C(=NC(=NC2=C1F)C)N[C@H](C)C1=C(C(=CC=C1)C(C(C)(C)O)(F)F)F)C=1C=CC(N(C1)C)=O